tert-Butyl 2-(1-piperidyl)-6-(3-pyridylamino)pyridine-4-carboxylate N1(CCCCC1)C1=NC(=CC(=C1)C(=O)OC(C)(C)C)NC=1C=NC=CC1